(S)-N-((4-(2-(6-(Difluoromethyl)imidazo[1,2-a]pyrazin-3-yl)pyrimidin-4-yl)morpholin-2-yl)methyl)methanesulfonamide FC(C=1N=CC=2N(C1)C(=CN2)C2=NC=CC(=N2)N2C[C@H](OCC2)CNS(=O)(=O)C)F